BrC1=CC=C(C=C1)C=1C(=CN2C1C(C=1C=CC=CC21)=O)C2OCCOC2 1-(4-bromophenyl)-2-(1,4-dioxane-2-yl)-9H-pyrrolo[1,2-a]indol-9-one